NC1=NC=CC(=C1C1CC1)OC1=C(C=C(C=C1F)NC(=O)C=1C=NN(C1C(F)(F)F)C1=NC=CC=C1Cl)F N-(4-((2-amino-3-cyclopropylpyridin-4-yl)oxy)-3,5-difluorophenyl)-1-(3-chloropyridin-2-yl)-5-(Trifluoromethyl)-1H-pyrazole-4-carboxamide